N-[5-[3-(cyclopropylmethoxy)phenyl]-4-fluoro-2-[(3R,5S)-3,4,5-trimethylpiperazin-1-yl]phenyl]-6-oxo-4-(trifluoromethyl)-1H-pyridine-3-carboxamide C1(CC1)COC=1C=C(C=CC1)C=1C(=CC(=C(C1)NC(=O)C1=CNC(C=C1C(F)(F)F)=O)N1C[C@H](N([C@H](C1)C)C)C)F